ClCC1=CC=2C(=CN=C(C2)C#N)N1C[C@H]1OCC1 (S)-2-(chloromethyl)-1-(oxetan-2-ylmethyl)-1H-pyrrolo[2,3-c]pyridine-5-carbonitrile